(S)-1-(2-Cyclopropylethyl)-5-((3-fluoropyrrolidin-1-yl)methyl)-N-(3-(2-methyl-1-(4-methyl-4H-1,2,4-triazol-3-yl)propan-2-yl)phenyl)-2-oxo-1,2-dihydropyridine-3-carboxamide C1(CC1)CCN1C(C(=CC(=C1)CN1C[C@H](CC1)F)C(=O)NC1=CC(=CC=C1)C(CC1=NN=CN1C)(C)C)=O